((2R,6S)-4-(4-methoxybenzyl)-6-methylmorpholin-2-yl)methanol Bis(2-hydroxyethyl)(methylenebis(4,1-phenylene))dicarbamate OCCN(C(=O)OC[C@H]1CN(C[C@@H](O1)C)CC1=CC=C(C=C1)OC)C1=CC=C(C=C1)CC1=CC=C(C=C1)N(C(O)=O)CCO